O[C@@H]1C[C@H](N(C1)C(=O)OC(C)(C)C)C(NC1=CC=CC=2NC(N(C21)C2CCC(CC2)C(NC2=CC(=C(C=C2)C)OC)=O)=O)=O tert-butyl (2S,4R)-4-hydroxy-2-[[1-cis-[4-[(3-methoxy-4-methyl-phenyl)carbamoyl]cyclohexyl]-2-oxo-3H-benzimidazol-4-yl]carbamoyl]pyrrolidine-1-carboxylate